trans-6-chloro-N-(4-(((5-(4-chlorophenyl)-1,3,4-oxadiazol-2-yl)methyl)amino)cyclohexyl)quinoline-2-carboxamide ClC=1C=C2C=CC(=NC2=CC1)C(=O)N[C@@H]1CC[C@H](CC1)NCC=1OC(=NN1)C1=CC=C(C=C1)Cl